BrC1=CC=C(C=C1)\C=C\C1CC1 (E)-1-bromo-4-(2-cyclopropylvinyl)benzene